2-(6-amino-5-(4-(3-(2-(piperazin-1-yl)ethoxy)phenyl)-1-oxa-4,9-diazaspiro[5.5]undecan-9-yl)pyridazin-3-yl)phenol hydrochloride Cl.NC1=C(C=C(N=N1)C1=C(C=CC=C1)O)N1CCC2(CN(CCO2)C2=CC(=CC=C2)OCCN2CCNCC2)CC1